FC(C1=CC=C(C=C1)NC(C)=O)F N-(4-(difluoromethyl)phenyl)acetamide